6-(1-(3-Chloropyridin-2-yl)-3-methoxy-1H-pyrazol-5-carboxamido)-N-(1-methoxybutan-2-yl)-5-methylpyrazolo[1,5-a]pyridin-7-carboxamid ClC=1C(=NC=CC1)N1N=C(C=C1C(=O)NC=1C(=CC=2N(C1C(=O)NC(COC)CC)N=CC2)C)OC